p-methoxybenzyl-aniline tetrafluoroborate F[B-](F)(F)F.COC1=CC=C(NCC2=CC=CC=C2)C=C1